F[B-](F)(F)F.C1(=CC=CC=C1)[S+]1C=2C=CC=CC2C(C2=CC=CC=C12)=O 10-Phenyl-9-oxothioxanthenium tetrafluoroborat